C(CS(=O)(=O)[O-])S(=O)(=O)[O-].[NH4+].[NH4+] ammonium ethanedisulfonate salt